ClC=1C(=CC=2[C@@H]3N(N4C(C2C1)=CC(C(=C4)C(=O)OC)=O)C4(CC3)CC4)OS(=O)(=O)C(F)(F)F Methyl (R)-11'-chloro-8'-oxo-12'-(((trifluoromethyl)sulfonyl)oxy)-1',2',8',13b'-tetrahydrospiro[cyclopropane-1,3'-pyrido[2,1-a]pyrrolo[1,2-c]phthalazine]-7'-carboxylate